N-[2-(p-toluenesulfonyloxy)phenyl]-N'-[2-(o-toluenesulfonyloxy)phenyl]urea CC1=CC=C(C=C1)S(=O)(=O)OC1=C(C=CC=C1)NC(=O)NC1=C(C=CC=C1)OS(=O)(=O)C=1C(C)=CC=CC1